C1(=CC=CC=C1)NC1=CC=CC=C1 phenyl-(aniline)